(S)-8-cyclopentyl-7-ethyl-2-[4-[2-oxo-2-(piperidin-1-yl)ethylsulfonyl]-2-methoxyphenylamino]-5-methyl-7,8-dihydropterin C1(CCCC1)N1C(CN(C=2C(N[C@@](NC12)(N)NC1=C(C=C(C=C1)S(=O)(=O)CC(N1CCCCC1)=O)OC)=O)C)CC